BrC=1C=C(C=CC1)C1(CC(C1)(F)F)CC(=O)NN 2-[1-(3-bromophenyl)-3,3-difluoro-cyclobutyl]acetylhydrazine